(S)-2-Amino-3-phenylpropanamide Hydrochloride Cl.N[C@H](C(=O)N)CC1=CC=CC=C1